ClC1=CC=C(N)C=C1 p-Chloroanilin